OC1=C(C(=CC(=C1)C(F)(F)F)C)C=1C=CC=2C(N1)=NN(C2CO)[C@H]2CCC(N(C2)C)=O (s)-5-(6-(2-hydroxy-6-methyl-4-(trifluoromethyl)phenyl)-3-(hydroxymethyl)-2H-pyrazolo[3,4-b]pyridin-2-yl)-1-methylpiperidin-2-one